CC1=CC=C(C=C1)S(=O)(=O)OC1=CC(=C(C(=C1C)OCC1CCCCC1)C(=O)N1CC2=CC=C(C=C2CC1)CN(C)C)OS(=O)(=O)C1=CC=C(C=C1)C 5-(cyclohexylmethoxy)-4-(6-((dimethyl amino) methyl)-1,2,3,4-tetrahydro-isoquinoline-2-carbonyl)-6-methyl-1,3-phenylene bis(4-methylbenzenesulfonate)